C(C)C1=CC(=C(C=C1)O)OC 4-ethyl-2-methoxy-phenol